O[C@@H](CO)[C@@H]1OC(C(=C1C(=O)[O-])O)=O.[Na+] sodium (2R)-2-[(1S)-1,2-dihydroxyethyl]-4-hydroxy-5-oxo-2H-furan-3-ate